3-(3-Fluoro-2-methyl-4-piperazin-1-yl-phenyl)piperidine-2,6-dione FC=1C(=C(C=CC1N1CCNCC1)C1C(NC(CC1)=O)=O)C